(rac)-((1s,3s)-3-hydroxy-3-methylcyclobutyl)(6-(imidazo[1,2-a]pyridin-7-yl)-2-azaspiro[3.4]oct-2-yl)methanone OC1(CC(C1)C(=O)N1CC2(C1)C[C@@H](CC2)C2=CC=1N(C=C2)C=CN1)C |r|